ClC=1C=CC(=C(N)C1)F 5-chloro-2-fluoroaniline